nonadecyl heptatriacontanoate C(CCCCCCCCCCCCCCCCCCCCCCCCCCCCCCCCCCCC)(=O)OCCCCCCCCCCCCCCCCCCC